(7R,14R)-1-(difluoromethoxy)-11-(4-(dimethylphosphoryl)-2-(trifluoromethyl)phenyl)-6-(methyl-d3)-6,7-dihydro-7,14-methanobenzo[f]benzo[4,5]imidazo[1,2-a][1,4]diazocin-5(14H)-one FC(OC1=CC=CC=2C(N([C@H]3C=4N([C@@H](C21)C3)C3=C(N4)C=CC(=C3)C3=C(C=C(C=C3)P(=O)(C)C)C(F)(F)F)C([2H])([2H])[2H])=O)F